C(C)(C)(C)OC(=O)C(CCCCCC)CC.[Cl-].C(C=C)N1CN(C=C1)C 1-allyl-3-methylimidazole Chloride T-butyl-nonane-7-carboxylate